ClC1=C(C=CC=C1)NC1CCN(CC1)C(CNC(=O)C1=CC=C(C=C1)C1=CC=CC=C1)=O Biphenyl-4-carboxylic acid {2-[4-(2-chloro-phenylamino)-piperidin-1-yl]-2-oxo-ethyl}-amide